(R)-5-((1-(4-((3-Fluoropyrrolidin-1-yl)methyl)-2-methyl-6-(trifluoromethyl)phenyl)-1H-imidazol-4-yl)amino)pyrazine-2-carbonitrile F[C@H]1CN(CC1)CC1=CC(=C(C(=C1)C(F)(F)F)N1C=NC(=C1)NC=1N=CC(=NC1)C#N)C